BrC1=CC=C(OCCC2(N=NC=CC=C2)CCC#C)C=C1 (2-(4-bromophenoxy)ethyl)-3-(but-3-yn-1-yl)-3H-diazepine